6-(Difluoromethyl)-N-(2-((1r,4r)-4-formylcyclohexyl)-2H-pyrazolo[3,4-c]pyridin-5-yl)picolinamide FC(C1=CC=CC(=N1)C(=O)NC1=CC=2C(C=N1)=NN(C2)C2CCC(CC2)C=O)F